O[C@H]([C@H](CS=C(CC1=CC=CC=C1)[O-])C=C)CCC1=CC=CC=C1 S-((2R,3S)-3-hydroxy-5-phenyl-2-vinylpentyl)2-phenylethanethioate